NC=1N=NC(=CC1N1C[C@H](CCC1)C1=CC=C(C(=O)N2CCC(CC2)CN2CCC(CC2)N2C=CC3=C(C=CC=C23)N2C(NC(CC2)=O)=O)C=C1)C1=C(C=CC=C1)O (R)-1-(1-(1-((1-(4-(1-(3-Amino-6-(2-hydroxyphenyl)pyridazin-4-yl)piperidin-3-yl)benzoyl)piperidin-4-yl)methyl)piperidin-4-yl)-1H-indol-4-yl)dihydropyrimidine-2,4(1H,3H)-dione